O=C1N2C(=NN1C1CC(C1)C1=CC(=NC=N1)C#N)CC[C@H]2C2=CC=CC=C2 6-((1S,3r)-3-((S)-3-oxo-5-phenyl-6,7-dihydro-3H-pyrrolo[2,1-c][1,2,4]triazol-2(5H)-yl)cyclobutyl)pyrimidine-4-carbonitrile